ClC1=C(C(=O)N2C=C(C=3C2=NC=C(C3)C=3C=NC(=NC3)N3CCC(CC3)CNCC(=O)OC(C)(C)C)C(C3=C(C(=CC=C3F)NS(N(C)CC)(=O)=O)F)=O)C(=CC=C1)Cl tert-Butyl 2-[[1-[5-[1-(2,6-dichlorobenzoyl)-3-[3-[[ethyl(methyl)sulfamoyl]amino]-2,6-difluoro-benzoyl]pyrrolo[2,3-b]pyridin-5-yl]pyrimidin-2-yl]-4-piperidyl]methyl-amino]acetate